(3R)-3-Methoxy-1-pyrrolidinesulfonyl chloride CO[C@H]1CN(CC1)S(=O)(=O)Cl